tertbutyl thiol C(C)(C)(C)S